O=C1N(CCC(N1)=O)C=1C=CC(=NC1)N1CCN(CC1)C(=O)OC(C)(C)C tert-butyl 4-[5-(2,4-dioxohexahydropyrimidin-1-yl)-2-pyridyl]piperazine-1-carboxylate